(3-((dimethylphosphoryl)methyl)phenoxy)-2-((2-fluoro-4-iodophenyl)amino)-1-methyl-6-oxo-1,6-dihydropyridine-3-carboxamide CP(=O)(C)CC=1C=C(OC=2C(=C(N(C(C2)=O)C)NC2=C(C=C(C=C2)I)F)C(=O)N)C=CC1